C(CCCC=C)OC1CCCC1 (hex-5-en-1-yloxy)cyclopentane